3-[3-(3,4-Difluorobenzyl)-3H-imidazo[4,5-b]pyridin-2-yl]-N-{(S)-1-[4-(4-methylpiperazin-1-yl-methyl)-phenyl]-ethyl}-propionamid FC=1C=C(CN2C(=NC=3C2=NC=CC3)CCC(=O)N[C@@H](C)C3=CC=C(C=C3)CN3CCN(CC3)C)C=CC1F